4-(4-((1R,5S)-3,8-diazabicyclo[3.2.1]octan-3-yl)-8-fluoro-2-((2-fluorotetrahydro-1H-pyrrolizin-7a(5H)-yl)methoxy)pyrido[4,3-d]pyrimidin-7-yl)-5-isopropylnaphthalen-2-ol [C@H]12CN(C[C@H](CC1)N2)C=2C1=C(N=C(N2)OCC23CCCN3CC(C2)F)C(=C(N=C1)C1=CC(=CC2=CC=CC(=C12)C(C)C)O)F